5-((2-chlorobenzyl)oxy)-2-methylbenzofuran-3-carboxylic acid methyl ester COC(=O)C1=C(OC2=C1C=C(C=C2)OCC2=C(C=CC=C2)Cl)C